methoxy-t-butyl-dimethyl-silaneboronic acid COC[Si](B(O)O)(C)C(C)(C)C